FC12CC(C1)(C2)N2N=CC(=C2)I (3-fluorobicyclo[1.1.1]pentane-1-yl)-4-iodo-1H-pyrazole